5-[4-(pyrimidin-2-yl)piperazin-1-yl]-1-[3-chloro-10,11-dihydro-5H-dibenzo[b,f]azepin-5-yl]pentan-1-one oxalate C(C(=O)O)(=O)O.N1=C(N=CC=C1)N1CCN(CC1)CCCCC(=O)N1C2=C(CCC3=C1C=CC=C3)C=CC(=C2)Cl